2-amino-N-{(1S,2S)-2-[(4'-{(1S)-1-[4-(2-hydroxyethyl)piperazin-1-yl]ethyl}[1,1'-biphenyl]-4-yl)methoxy]cyclopentyl}-5-(1-methyl-1H-pyrazol-4-yl)pyridine-3-carboxamide NC1=NC=C(C=C1C(=O)N[C@@H]1[C@H](CCC1)OCC1=CC=C(C=C1)C1=CC=C(C=C1)[C@H](C)N1CCN(CC1)CCO)C=1C=NN(C1)C